2-[rac-(3R)-1-[2-[[5-(2-chloro-4-fluoro-phenyl)-1,8-naphthyridin-2-yl]oxy]propanoyl]-3-piperidyl]acetic acid ClC1=C(C=CC(=C1)F)C1=C2C=CC(=NC2=NC=C1)OC(C(=O)N1C[C@H](CCC1)CC(=O)O)C |r|